C(#N)C1(C2CCN(CC12)C(=O)OC(C)(C)C)C1=CSC=C1 tert-Butyl 7-cyano-7-(thiophen-3-yl)-3-azabicyclo[4.1.0]heptane-3-carboxylate